ClC1=NC=C(C(=N1)CCCCCCCC\C=C/CCCCCCCC(=O)[O-])[N+](=O)[O-].[Na+] sodium 2-chloro-5-nitropyrimidine-4-oleate